C(#N)C=1C(=NC(=C(C1CC)C#N)N1C[C@H](CC1)O)S[C@H](C(=O)N)C1=CC=CC=C1 (S)-2-((3,5-Dicyano-4-ethyl-6-((S)-3-hydroxypyrrolidin-1-yl)pyridin-2-yl)thio)-2-phenylacetamid